C(\C=C\C(=O)OC[C@H]1O[C@H]([C@@H]([C@@H]1OC(C)=O)OC(C)=O)OC(C)=O)(=O)OC[C@H]1O[C@H]([C@@H]([C@@H]1OC(C)=O)OC(C)=O)OC(C)=O bis[[(2R,3R,4R,5S)-3,4,5-triacetoxy tetrahydrofuran-2-yl] methyl] (E)-but-2-enedioate